benzyl (s)-4-{bis[2-({2-[(α-D-mannopyranosyl)oxy]ethyl} amino)-2-oxoethyl]amino}-5-({2-[(α-D-mannopyranosyl)oxy]ethyl}amino)-5-oxopentanoate [C@H]1([C@@H](O)[C@@H](O)[C@H](O)[C@H](O1)CO)OCCNC(CN([C@@H](CCC(=O)OCC1=CC=CC=C1)C(=O)NCCO[C@@H]1[C@@H](O)[C@@H](O)[C@H](O)[C@H](O1)CO)CC(NCCO[C@@H]1[C@@H](O)[C@@H](O)[C@H](O)[C@H](O1)CO)=O)=O